O1C(=CC=C1)C1=CC=C(C=C1)CNC(=O)C1N(C(CN(C1)CC1=C(C=C(C=C1F)F)F)C)C(C(C)C)=O N-{[4-(furan-2-yl)phenyl]methyl}-6-methyl-1-(2-methylpropanoyl)-4-[(2,4,6-trifluorophenyl)methyl]piperazine-2-carboxamide